ClC=1C(=CC=C2N=CC(=NC12)C=1C=NN(C1)CCN1[C@@H]2CO[C@H](C1)C2)OC2=CC1=C(N=C(N1)C)C=C2 (1S,4S)-5-[2-[4-[8-chloro-7-[(2-methyl-3H-benzimidazol-5-yl)oxy]quinoxalin-2-yl]pyrazol-1-yl]ethyl]-2-oxa-5-azabicyclo[2.2.1]heptane